N-pelargonoyl-glycine C(CCCCCCCC)(=O)NCC(=O)O